[6-(methoxycarbonyl)-1-{[2-(trimethylsilyl)ethoxy]methyl}-1H-indol-2-yl]boronic acid COC(=O)C1=CC=C2C=C(N(C2=C1)COCC[Si](C)(C)C)B(O)O